N-(2,2-Difluorocyclopentyl)-4-[[2-(1H-indazol-6-yl)acetyl]amino]pyridine-2-carboxamide FC1(C(CCC1)NC(=O)C1=NC=CC(=C1)NC(CC1=CC=C2C=NNC2=C1)=O)F